N1=C(C(CC=C1)=O)C1=NC=CC=C1.N1=C(C(CC=C1)=O)C1=NC=CC=C1.[Pt+2] platinum (II) [bis(bipyridinyl)one]